{3-[(4-{N-tosyl[3-(tosylazanidyl)propyl]amino}butyl)-N-tosylamino]propyl}tosylazanide S(=O)(=O)(C1=CC=C(C)C=C1)N(CCCCN(S(=O)(=O)C1=CC=C(C)C=C1)CCC[N-]S(=O)(=O)C1=CC=C(C)C=C1)CCC[N-]S(=O)(=O)C1=CC=C(C)C=C1